CC1(NC(CC(C1)C1=C(C(=C(C(=C1C(=O)[O-])C1CC(NC(C1)(C)C)(C)C)C(=O)[O-])C(=O)[O-])C1CC(NC(C1)(C)C)(C)C)(C)C)C tris(2,2,6,6-tetramethyl-4-piperidinyl)-benzene-1,3,4-tricarboxylate